N-[2-(2-chlorophenyl)-3-(4-chlorophenyl)-5,6,7,8-tetrahydrooxepino[3,2-c]pyrazol-8-yl]-5-(2,5-dimethylphenoxy)-2,2-dimethyl-pentanamide ClC1=C(C=CC=C1)N1N=C2C(=C1C1=CC=C(C=C1)Cl)OCCCC2NC(C(CCCOC2=C(C=CC(=C2)C)C)(C)C)=O